5-(2,5-bis(hydroxymethyl)piperazin-1-yl)-2,3-dihydro-1,4-benzodioxine OCC1N(CC(NC1)CO)C1=CC=CC=2OCCOC21